FC(C1=NC(=NO1)C=1C=C2CCC(C2=CC1)NC(=O)C1=CC=NN1)F N-(5-(5-(difluoromethyl)-1,2,4-oxadiazol-3-yl)-2,3-dihydro-1H-inden-1-yl)-1H-pyrazole-5-carboxamide